2-(5-(4-(6-((6-acetyl-8-cyclopentyl-5-methyl-7-oxo-7,8-dihydropyrido[2,3-d]pyrimidin-2-yl)amino)pyridin-3-yl)piperazin-1-yl)-5-oxopentanamido)-N-(4-methyl-5-nitrothiazol-2-yl)benzamide C(C)(=O)C1=C(C2=C(N=C(N=C2)NC2=CC=C(C=N2)N2CCN(CC2)C(CCCC(=O)NC2=C(C(=O)NC=3SC(=C(N3)C)[N+](=O)[O-])C=CC=C2)=O)N(C1=O)C1CCCC1)C